Cl.N1CC(C1)C(CC)=O 1-(azetidin-3-yl)propan-1-one hydrochloride